BrC=1N=C(C(=NC1)N)OCC1=C(C=NC=C1)Cl 5-bromo-3-((3-chloropyridin-4-yl)methoxy)pyrazin-2-amine